C(C)(C)(C)OC(=O)N1NC(C=C1)=O 3-oxo-2,3-dihydro-pyrazole-1-carboxylic acid tert-butyl ester